NC1=C(SC(=C1N)C(C)(C)C)C(C)(C)C 3,4-diamino-2,5-di-t-butylthiophene